(5R,6S,7S)-3a-(4-chloro-3-((5-methylthiophen-3-yl)methyl)phenyl)-5-(hydroxymethyl)-2-butyl-5,6,7,7a-tetrahydro-3aH-pyrano[2,3-d]oxazole-6,7-diol ClC1=C(C=C(C=C1)C12N=C(OC1[C@H]([C@@H]([C@H](O2)CO)O)O)CCCC)CC2=CSC(=C2)C